CC1=CC(=NN1C=1C=C2C=CN(C2=CC1)CC1=CC=C(C=C1)C1C[C@@H]2[C@@H](CN(C2)S(=O)(=O)C)C1)C(=O)N 5-Methyl-1-(1-(4-((3aR,5r,6aS)-2-(methylsulfonyl)octahydrocyclopenta[c]pyrrol-5-yl)benzyl)-1H-indol-5-yl)-1H-pyrazol-3-carboxamid